CNC=1N=CC(=C2C=C(N=CC12)NC(=O)C1CC1)C=1OC2=C(N1)C=CC(=C2)N2C[C@@H](OCC2)C (S)-N-(8-(methylamino)-5-(6-(2-methylmorpholino)benzo[d]oxazol-2-yl)-2,7-naphthyridin-3-yl)cyclopropanecarboxamide